COC(C1=CC(=C(C(=C1)F)C=O)F)=O.CC1=NOC(=C1C=1C=C2C(=NC1)N(C(=N2)[C@@H]2CCCC(N2)=O)CC(C)C)C (S)-6-(6-(3,5-dimethylisoxazol-4-yl)-3-isobutyl-3H-imidazo[4,5-b]pyridin-2-yl)piperidin-2-one methyl-4-formyl-3,5-difluorobenzoate